benzyl N-[1-bicyclo[1.1.1]pentanyl(cyano)methyl]carbamate C12(CC(C1)C2)C(NC(OCC2=CC=CC=C2)=O)C#N